C1(=CC(=CC=C1)C1=NC(=NC=C1Cl)NC1CC(CCC1)C(=O)O)C1=CC=CC=C1 3-((4-([1,1'-biphenyl]-3-yl)-5-chloropyrimidin-2-yl)amino)cyclohexane-1-carboxylic acid